(R)-1-[7-(4-Fluorobenzoyl)-8-methyl-3-(3-methyl-1,2,4-thiadiazol-5-yl)-5,6,7,8-Tetrahydroimidazo[1,5-a]pyrazin-1-yl]-4-methoxy-5,6-dihydropyridin-2(1H)-one FC1=CC=C(C(=O)N2[C@@H](C=3N(CC2)C(=NC3N3C(C=C(CC3)OC)=O)C3=NC(=NS3)C)C)C=C1